di-(trimethoxysilylpropyl)amine CO[Si](OC)(OC)CCCNCCC[Si](OC)(OC)OC